C(C)C=1C(=CC=C2C=C(C=C(C12)C1=C(C=2N=C(N=C(C2C=N1)N1CCC(C(CC1)(F)F)=O)OC[C@]12CCCN2C[C@@H](C1)F)F)O)F 1-(7-(8-Ethyl-7-fluoro-3-hydroxy-naphthalen-1-yl)-8-fluoro-2-(((2R,7aS)-2-fluorotetrahydro-1H-pyrrolizin-7a(5H)-yl)methoxy)pyrido[4,3-d]pyrimidin-4-yl)-5,5-difluoroazepan-4-one